NC=1C=CC(=C(C#N)C1)I 5-Amino-2-iodobenzonitrile